NC1=C(C(=O)NC(C)C)C=C(C=N1)C1=C(C=C(C=C1)NC([C@H](C=1C=C(C=CC1)C)O)=O)Cl (S)-2-amino-5-(2-chloro-4-(2-hydroxy-2-(m-tolyl)acetamido)phenyl)-N-isopropylnicotinamide